The molecule is a 3beta-sterol that is zymosterol substituted by a 4alpha-methyl group. It has a role as a human metabolite, a Saccharomyces cerevisiae metabolite and a mouse metabolite. It is a 3beta-sterol and a cholestanoid. It derives from a zymosterol. C[C@H]1[C@@H]2CCC3=C([C@]2(CC[C@@H]1O)C)CC[C@]4([C@H]3CC[C@@H]4[C@H](C)CCC=C(C)C)C